ClC1=C(C(=CC(=C1)[N+](=O)[O-])Cl)CC#N 2,6-dichloro-4-nitrophenylacetonitrile